1-(tert-butyl) 2-methyl (2S,4S,5S)-4-hydroxy-5-methylpyrrolidine-1,2-dicarboxylate O[C@H]1C[C@H](N([C@H]1C)C(=O)OC(C)(C)C)C(=O)OC